(S)-1-(tert-butoxycarbonyl)-2,5-dihydro-1H-pyrrole-2-carboxylic acid diethylamine salt C(C)NCC.C(C)(C)(C)OC(=O)N1[C@@H](C=CC1)C(=O)O